CN1N=CC(=C1)C=1N=C(C=2N(C1)N=CC2)C2=CC=C(CNC(=O)C1=NOC(=N1)C1(CC1)C)C=C2 N-(4-(6-(1-methyl-1H-pyrazol-4-yl)pyrazolo[1,5-a]pyrazin-4-yl)benzyl)-5-(1-methylcyclopropyl)-1,2,4-oxadiazole-3-carboxamide